D-galactopyranose OC1[C@H](O)[C@@H](O)[C@@H](O)[C@H](O1)CO